COCCC1=CC=CC2=CC=CC=C12 1-(2-methoxyethyl)naphthalene